FC1=CC=CC=2N=C(OC21)C2=CC=C(C=C2)NC(=O)C2CC2 N-[4-(7-fluoro-1,3-benzoxazol-2-yl)phenyl]cyclopropanecarboxamide